C(C1=CC=CC=C1)(=O)C=1C=C(C=C(C1)C)S(=O)(=O)C=1C=CC(=C2C(N(C(NC12)=O)O)=O)Cl 8-((3-benzoyl-5-methylphenyl)sulfonyl)-5-chloro-3-hydroxyquinazoline-2,4(1H,3H)-dione